COC1=CC(=CC=2NC(=NC21)C2=C(C=1C(NC2=O)=CN(N1)C)N[C@@H](C)C1=NC=CC=N1)OC (S)-6-(4,6-dimethoxy-1H-benzo[d]imidazol-2-yl)-2-methyl-7-((1-(pyrimidin-2-yl)ethyl)amino)-2H-pyrazolo[4,3-b]pyridin-5(4H)-one